(R)-(3-fluoroazetidin-1-yl)(5-methyl-6-(3-(2-methylmorpholino)-7,8-dihydro-1,6-naphthyridin-6(5H)-yl)pyridazin-3-yl)methanone FC1CN(C1)C(=O)C=1N=NC(=C(C1)C)N1CC=2C=C(C=NC2CC1)N1C[C@H](OCC1)C